Cl.NCC=CCNC1=C(C=C(C(=O)N)C=C1[N+](=O)[O-])OC 4-((4-aminobut-2-en-1-yl)amino)-3-methoxy-5-nitrobenzamide, hydrochloride